[Ca+2].OC1=C(C=CC=C1OC)CC(CS(=O)(=O)[O-])OC1=C(C=C(C=C1)CCCS(=O)(=O)[O-])OC 3-(2-hydroxy-3-methoxyphenyl)-2-[2-methoxy-4-(3-sulfopropyl)phenoxy]propane-1-sulfonic acid, calcium salt